3-Chloro-4-((1s,3s)-3-methoxycyclobutoxy)aniline ClC=1C=C(N)C=CC1OC1CC(C1)OC